O.O.S(=O)(=O)([O-])[O-].[Fe+3].[NH4+].S(=O)(=O)([O-])[O-] ammonium ferric sulfate, Dihydrate